2-bromo-2,2-difluoro-acetamide BrC(C(=O)N)(F)F